O=C1C(=C(C=NN1)N[C@H](CCCN1C(C=2C=CC(=NC2C=C1)C1=NC=C(C=C1)C(F)(F)F)=O)C)C(F)(F)F 6-[(4S)-4-[[6-oxo-5-(trifluoromethyl)-1H-pyridazin-4-yl]amino]pentyl]-2-[5-(trifluoromethyl)pyridin-2-yl]-1,6-naphthyridin-5-one